ClCC(=O)OCC1=C(C(=O)[O-])C=CC=C1 2-(chloroacetoxymethyl)benzoate